FC1([C@H]([C@@H](CCC1)N1CCN(CC1)C(C)C)NC(=O)N1CCC(CC1)(C)C1=NOC(=N1)[C@@H]1[C@@H](C1)F)F N-{(1S,6R)-2,2-difluoro-6-[4-(propan-2-yl)piperazin-1-yl]cyclohexyl}-4-{5-[(1R,2R)-2-fluorocyclopropyl]-1,2,4-oxadiazol-3-yl}-4-methylpiperidine-1-carboxamide